2-methallyl-benzothiazolethiol C(C(C)=C)C1(SC2=C(N1)C=CC=C2)S